ClC=1C=C(C=CC1)C12N(C3=CC=CC=C3C=C1F)CC(C(N2)=O)(C)C 4a-(3-Chlorophenyl)-5-fluoro-2,2-dimethyl-1,2,4,4a-tetrahydro-3H-pyrimido[1,2-a]quinolin-3-one